C(#N)C1=C(N(C2=CC=C(C=C12)N1N=CC(=N1)C(=O)O)C1CC1)C 2-(3-cyano-1-cyclopropyl-methyl-1H-indole-5-yl)-2H-1,2,3-triazole-4-formic acid